2-[1-[1-(4-chloro-2-oxo-1-pyridyl)ethyl]triazol-4-yl]pyrido[1,2-a]pyrimidin-4-one ClC1=CC(N(C=C1)C(C)N1N=NC(=C1)C=1N=C2N(C(C1)=O)C=CC=C2)=O